3,3'-di(trifluoromethyl)-4,4'-dimethylbiphenyl FC(C=1C=C(C=CC1C)C1=CC(=C(C=C1)C)C(F)(F)F)(F)F